3-[5-(2,6-diazaspiro[3.3]heptan-2-yl)-1-oxo-isoindolin-2-yl]piperidine-2,6-dione C1N(CC12CNC2)C=2C=C1CN(C(C1=CC2)=O)C2C(NC(CC2)=O)=O